C(C1=CC=CC=C1)OC(=O)N1CCC(CC1)=O 1-(benzyloxycarbonyl)-4-piperidone